CC([C@@H](C(=O)N1[C@@H](C[C@H](C1)O)C(=O)NC)N1N=NC(=C1)C=1N=C(SC1)C)(C)C (2S,4r)-1-[(2S)-3,3-dimethyl-2-[4-(2-methylthiazol-4-yl)triazol-1-yl]butyryl]-4-hydroxy-N-methyl-pyrrolidine-2-carboxamide